S1C(C=CC2=CC=CC=C12)=S=O (2H-thiochromen-2-ylidene)-λ4-sulfanone